C1(=CC(=CC=C1)S(=O)(=O)N1CCC(CC1)C(=O)NC=1C=CC2=C(N=CS2)C1)C 1-(m-tolylsulfonyl)N-(benzo[d]thiazol-5-yl)-piperidine-4-carboxamide